COCC(=O)NCCCN(CCCCCCCC(=O)OC(CCCCCCCC)CCCCCCCC)CCCCCCCC(=O)OC\C=C/CCCCCC heptadecan-9-yl (Z)-8-((3-(2-methoxyacetamido)propyl)(8-(non-2-en-1-yloxy)-8-oxooctyl)amino)octanoate